C(C)(C)(C)OC(=O)N1C[C@H](CCC1)NC=1C2=C(N=CN1)C(=CC(=N2)C#N)C(N)=O (S)-3-((8-carbamoyl-6-cyanopyrido[3,2-d]pyrimidin-4-yl)amino)piperidine-1-carboxylic acid tert-butyl ester